5-cyclopropyl-N2-(2-fluoro-4-methylsulfonyl-phenyl)-6-(1-methylpyrazol-4-yl)-N4-(5-methyl-1-tetrahydropyran-2-yl-pyrazol-3-yl)pyrimidine-2,4-diamine C1(CC1)C=1C(=NC(=NC1C=1C=NN(C1)C)NC1=C(C=C(C=C1)S(=O)(=O)C)F)NC1=NN(C(=C1)C)C1OCCCC1